C(CC)C1=CC=C(C=C1)C#CC1=CC=C(C=C1)B(O)O 4-((4-propylphenyl)ethynyl)phenylboronic acid